3-(2-aminophenyl)-5-methyl-N-(3-(trifluoromethyl)phenyl)isoxazole-4-carboxamide NC1=C(C=CC=C1)C1=NOC(=C1C(=O)NC1=CC(=CC=C1)C(F)(F)F)C